ClC(C1=CC=CC=C1)C1=CC=C(C=C1)C1=CC=CC=C1 4-(α-chlorobenzyl)biphenyl